N(=[N+]=[N-])[C@@H]1[C@H](CCCC1)N1CCN(CC1)C1=C(C=C(C=C1)Cl)F 1-((1S,2S)-2-azidocyclohexyl)-4-(4-chloro-2-fluorophenyl)piperazine